C(CCCCC(=O)[NH-])(=O)[NH-] adipyl-diamide